D-Glucosamine Phosphate P(=O)(O)(O)O.OC1[C@H](N)[C@@H](O)[C@H](O)[C@H](O1)CO